(S,6S)-6-methoxy-N-(((S)-3-methyl-1,2,3,5,6,7-hexahydro-s-indacen-4-yl)carbamoyl)-6,7-dihydro-5H-pyrazolo[5,1-b][1,3]oxazine-3-sulfonimidamide CO[C@H]1CN2C(OC1)=C(C=N2)[S@@](=O)(NC(NC2=C1[C@H](CCC1=CC=1CCCC21)C)=O)=N